prop-2-yn-1-yl 2-(4-propyl-1H-1,2,3-triazol-1-yl)-acetate C(CC)C=1N=NN(C1)CC(=O)OCC#C